(3S,4R)-4-(1-(2-methoxyethyl)-4-methyl-1H-pyrazol-5-yl)-3-methylpiperidine COCCN1N=CC(=C1[C@H]1[C@@H](CNCC1)C)C